N-(6-(3-((2,5-dichlorophenyl)sulfonamido)-2-fluorophenyl)quinazolin-2-yl)pivalamide ClC1=C(C=C(C=C1)Cl)S(=O)(=O)NC=1C(=C(C=CC1)C=1C=C2C=NC(=NC2=CC1)NC(C(C)(C)C)=O)F